ethyl-2-benzyl-1,3-dioxo-7-(phenylethynyl)-2,3-dihydroimidazo[1,5-a]pyridine C(C)C1C=C(C=C2N1C(N(C2=O)CC2=CC=CC=C2)=O)C#CC2=CC=CC=C2